O=C1N(CC2=CC(=CC=C12)CN1CCN(CC1)C=1N=C(C2=C(N1)CCS2)N2CCNCC2)C2C(NC(CC2)=O)=O 3-(1-oxo-5-((4-(4-(piperazin-1-yl)-6,7-dihydrothieno[3,2-d]pyrimidin-2-yl)piperazin-1-yl)methyl)isoindolin-2-yl)piperidine-2,6-dione